Ethyl (Z)-2-(4-(anthracen-9-ylmethyl)-2-((4-methylcyclohexyl)imino)-5-oxo-2,5-dihydrofuran-3-yl)acetate C1=CC=CC2=CC3=CC=CC=C3C(=C12)CC1=C(/C(/OC1=O)=N/C1CCC(CC1)C)CC(=O)OCC